rac-ethyl (1S*,2S*)-2-(4-formylpyrimidin-2-yl)cyclopropane-1-carboxylate C(=O)C1=NC(=NC=C1)[C@@H]1[C@H](C1)C(=O)OCC |r|